C(CCCCCCCCC)[Mg].[Br] Bromine (decyl)magnesium